FC12C(C(C(C(C(C(C1(F)F)(F)F)(F)F)(C(C2(F)F)(F)F)F)(F)F)(F)F)(F)F perfluorobicyclo[3.3.2]decane